CC1CCC(=NC1)C1=CC=C(C=C1)O 4-(5-methyl-3,4,5,6-tetrahydropyridin-2-yl)Phenol